ClC1=CC=C(C=C1)C1=CC=C2CCC(C(C2=C1)NC(O[C@@H]1CN2CCC1CC2)=O)(C)C (S)-quinuclidin-3-yl (7-(4-chlorophenyl)-2,2-dimethyl-1,2,3,4-tetrahydronaphthalen-1-yl)carbamate